C(C1=CC=CC=C1)N1[C@H]2CC(C[C@@H]1CC2)NC(=O)C2=CC=C1C(=CNC1=C2)C#N N-((1R,3s,5S)-8-Benzyl-8-azabicyclo[3.2.1]octan-3-yl)-3-cyano-1H-indol-6-carboxamid